1-pyridin-2-yl-5,8-dithien-2-yl-2-oxa-bicyclo[2.2.2]octane N1=C(C=CC=C1)C12OCC(C(C1)C=1SC=CC1)C(C2)C=2SC=CC2